CN([Si](O[Si](C)(C)C)(O[Si](C)(C)C)O[Si](C)(C)C)C 3-dimethylamino-3-(trimethylsilyloxy)-1,1,1,5,5,5-hexamethyltrisiloxane